tert-butyl 3-(5-amino-4-methyl-anilino)azetidine-1-carboxylate NC=1C(=CC=C(NC2CN(C2)C(=O)OC(C)(C)C)C1)C